N1(CCCC1)C(CCCCC)=O 1-pyrrolidin-1-ylhexan-1-one